3-methyl-3,8-diazabicyclo[3.2.1]octan-2-one CN1C(C2CCC(C1)N2)=O